alpha-toluenethiol C(C1=CC=CC=C1)S